FC=1C=CC(=NC1C)C1=NNC=C1C1=NC2=CC(=CN=C2C=C1)N1CCC(CC1)N1CCCC1 2-[3-(5-fluoro-6-methyl-2-pyridyl)-1H-pyrazol-4-yl]-7-(4-pyrrolidin-1-yl-1-piperidyl)-1,5-naphthyridine